COCCOC=C vinyl (2-methoxyethyl) ether